C(=O)(OC(C)(C)C)N[C@@H](C)C(=O)NC(CCS(=O)(=O)[O-])([2H])[2H].[Na+] sodium 3-((N-Boc-L-alanyl) amino)-3,3-dideuterio-1-propanesulfonate